(2-(Benzyloxy)-4,6-dihydroxyphenyl)(5-((tetrahydrofuran-3-yl)amino)-3,4-dihydroisoquinolin-2(1H)-yl)methanone C(C1=CC=CC=C1)OC1=C(C(=CC(=C1)O)O)C(=O)N1CC2=CC=CC(=C2CC1)NC1COCC1